The molecule is the N-(2-carboxyethyl) derivative of L-alanine. It is a conjugate acid of a (R)-beta-alanopine(1-). It is an enantiomer of a (S)-beta-alanopine. C[C@H](C(=O)O)NCCC(=O)O